2-(Methylsulfonyl)ethyl 3-cyclopropyl-2-(2-((S)-5-oxo-1-(2,3,5-trifluorobenzyl)pyrrolidin-2-yl)acetamido)propanoate C1(CC1)CC(C(=O)OCCS(=O)(=O)C)NC(C[C@H]1N(C(CC1)=O)CC1=C(C(=CC(=C1)F)F)F)=O